3-(2,6-dioxopiperidin-3-yl)isoquinolin-7-yl sulfurofluoridate S(OC1=CC=C2C=C(N=CC2=C1)C1C(NC(CC1)=O)=O)(=O)(=O)F